1-(3-bromo-2-methoxyphenyl)ethan-1-ol BrC=1C(=C(C=CC1)C(C)O)OC